benzyl {(1R,3S,4R)-3-[(tert-butoxycarbonyl) (methyl)amino]-4-methoxycyclopentyl}carbamate C(C)(C)(C)OC(=O)N([C@H]1C[C@H](C[C@H]1OC)NC(OCC1=CC=CC=C1)=O)C